(1R,3S,4S)-N-(3-(dimethylamino)propyl)-N-(4-fluorophenyl)-2-(6-methyl-4-(trifluoromethyl)pyridin-2-yl)-2-azabicyclo[2.2.1]heptane-3-carboxamide CN(CCCN(C(=O)[C@H]1N([C@@H]2CC[C@H]1C2)C2=NC(=CC(=C2)C(F)(F)F)C)C2=CC=C(C=C2)F)C